4-[5-(2-aminoethyl)pyridin-2-yl]-3-[(2-methyl-4-phenylimidazol-1-yl)methyl]benzonitrile NCCC=1C=CC(=NC1)C1=C(C=C(C#N)C=C1)CN1C(=NC(=C1)C1=CC=CC=C1)C